O1CN(C(C1)C(=O)[O-])C(=O)OC(C)(C)C 3,4-oxazolidinedicarboxylic acid, 3-(1,1-dimethylethyl) ester